S1C=NC2=C1C(=CC=C2C2=CC=C(C=O)C=C2)C2=CC=C(C=O)C=C2 4,4'-(benzothiazol-4,7-diyl)dibenzoaldehyde